N-(4-(methoxymethyl)-1-(2-(pyrrol-1-yl)ethyl)piperidin-4-yl)-N-phenylpropionamide COCC1(CCN(CC1)CCN1C=CC=C1)N(C(CC)=O)C1=CC=CC=C1